C=1N=CN2C1C1=CC=CC=C1[C@@H]2[C@@H]2CC([C@@H]2O)(C)C (1R,4S)-4-((S)-5H-imidazo[5,1-a]isoindol-5-yl)-2,2-dimethylcyclobutan-1-ol